C(C1=CC=CC=C1)NC(N(C1=NC=C(C=C1)C=1C=NN(C1)C)[C@@H]1CC[C@H](CC1)NC1=NC=C(C(=N1)C=1C(=NNC1)C(F)(F)F)C#N)=O 3-benzyl-1-(trans-4-((5-cyano-4-(3-(trifluoromethyl)-1H-pyrazol-4-yl)pyrimidin-2-yl)amino)cyclohexyl)-1-(5-(1-methyl-1H-pyrazol-4-yl)pyridin-2-yl)urea